1-Bromo-5-(5-bromopentyloxy)-pentane BrCCCCCOCCCCCBr